n-propyl-2-ethylnorbornane Tert-butyl-3-bromo-7,8-dihydro-5H-1,6-naphthyridine-6-carboxylate C(C)(C)(C)OC(=O)N1CC=2C=C(C=NC2CC1)Br.C(CC)C12C(CC(CC1)C2)CC